3-[(6,7-dichloro-1H-indol-4-yl)oxy]propan-1-ol ClC1=CC(=C2C=CNC2=C1Cl)OCCCO